3-benzyl-3-azabicyclo[3.1.0]hexane-1-carboxylic acid ethyl ester C(C)OC(=O)C12CN(CC2C1)CC1=CC=CC=C1